5-bromo-6-(difluoromethyl)-N-(3,6-dimethyl-9H-thioxanthen-9-yl)-2-oxo-1,2-dihydropyridine-3-carboxamide BrC=1C=C(C(NC1C(F)F)=O)C(=O)NC1C2=CC=C(C=C2SC=2C=C(C=CC12)C)C